Methyl 7-bromo-1-methyl-1H-benzo[d]imidazole-5-carboxylate BrC1=CC(=CC2=C1N(C=N2)C)C(=O)OC